C(CC1=CC=CC=C1)C(=O)NC=O N-(phenethyl)formylformamide